C1(=CC(=CC=C1)C1=NC2=C3N=C(C=CC3=CC=C2C=C1)C1=CC=CC=C1)C1=NC2=C3N=C(C=CC3=CC=C2C=C1)C1=CC=CC=C1 2,2'-(1,3-phenylene)bis[9-phenyl-1,10-phenanthroline]